N[C@H]1CN(CCC1)C(=O)C=1C=C(C=2N(C1)N=C(C2C)C2=CC=1C(=NC(=CC1)C1=C(C=CC=C1)N1C(NCC1)=O)N2CC2CC2)F 1-[2-(2-{6-[(3R)-3-Aminopiperidine-1-carbonyl]-4-fluoro-3-methylpyrazolo[1,5-a]pyridin-2-yl}-1-(cyclopropylmethyl)-1H-pyrrolo[2,3-b]pyridin-6-yl)phenyl]imidazolidin-2-one